2,6-dibenzyloxy-3-[5-[4-(4-chlorophenyl)-1-piperidyl]-4-fluoro-2-pyridyl]pyridine C(C1=CC=CC=C1)OC1=NC(=CC=C1C1=NC=C(C(=C1)F)N1CCC(CC1)C1=CC=C(C=C1)Cl)OCC1=CC=CC=C1